3-((6-chloro-2-cyclopropyl-7-fluoro-1-(1-(hex-5-ynyl)-1H-pyrazol-4-yl)-1H-indol-3-yl)thio)-2-fluorobenzoic acid ClC1=CC=C2C(=C(N(C2=C1F)C=1C=NN(C1)CCCCC#C)C1CC1)SC=1C(=C(C(=O)O)C=CC1)F